(R)-2-((2,6-dimethylphenyl)amino)-N,N-diethyl-N-(2-((2-(6-methoxynaphthalen-2-yl)propanoyl)oxy)ethyl)-2-oxoethan-1-aminium CC1=C(C(=CC=C1)C)NC(C[N+](CCOC([C@H](C)C1=CC2=CC=C(C=C2C=C1)OC)=O)(CC)CC)=O